5-Methyl-6-(pyridin-2-yl)benzo[d]isoxazol-3-amine CC=1C(=CC2=C(C(=NO2)N)C1)C1=NC=CC=C1